OC1=C(C(=CC(=C1CN(C(OC1CCCCC1)=O)C)CCCCC)O)C1=C(C=CC(=C1)C)C(=C)C cyclohexyl ((2,6-dihydroxy-5'-methyl-4-pentyl-2'-(prop-1-en-2-yl)-[1,1'-biphenyl]-3-yl)methyl)(methyl)carbamate